C(#N)C1=C(C(=O)OC)C=CC(=C1)N1C[C@@H](CC1)C(OC)OC methyl (R)-2-cyano-4-(3-(dimethoxymethyl)pyrrolidin-1-yl)benzoate